N-(5-((4-chlorobenzyl)oxy)-1,3,4-thiadiazol-2-yl)-3'-methoxy-[3,4'-bipyridine]-4-carboxamide ClC1=CC=C(COC2=NN=C(S2)NC(=O)C2=C(C=NC=C2)C2=C(C=NC=C2)OC)C=C1